methyl 4-formyl-1-methyl-1H-pyrrolo[2,3-b]pyridine-6-carboxylate C(=O)C1=C2C(=NC(=C1)C(=O)OC)N(C=C2)C